BrC1=C(C(=C(C(=O)O)C=C1)Cl)C(NCC)=O 4-bromo-2-chloro-3-(Ethylcarbamoyl)benzoic acid